1,2,3-triazole-4-carboxylate N1N=NC(=C1)C(=O)[O-]